(2,4-di-tert-butyl-5-methylphenyl) diphosphite O(P([O-])OP([O-])[O-])C1=C(C=C(C(=C1)C)C(C)(C)C)C(C)(C)C